OCC1C[C@H]2CC[C@@H](C1)N2C(=O)OC(C)(C)C Tert-butyl (1R,5S)-3-(hydroxymethyl)-8-azabicyclo[3.2.1]octane-8-carboxylate